1,4-bis(4-fluorobenzoyl)naphthalene FC1=CC=C(C(=O)C2=CC=C(C3=CC=CC=C23)C(C2=CC=C(C=C2)F)=O)C=C1